ClC1=C(C=CC=C1)CC(=O)NC1=CC(=C(C=C1)OCC1=CC=C(C=C1)S(=O)(=O)C)S(N)(=O)=O 2-(2-chlorophenyl)-N-(4-[4-(methylsulfonyl)benzyl]oxy-3-sulfamoylphenyl)acetamide